Tert-butyl (2-iodo-3-methoxyphenyl)(p-tolyl)carbamate IC1=C(C=CC=C1OC)N(C(OC(C)(C)C)=O)C1=CC=C(C=C1)C